2-[[2-hydroxy-4-[1-(2-ethylhexyloxy)ethoxy]phenyl]]-4,6-diphenyl-s-triazine OC1=C(C=CC(=C1)OC(C)OCC(CCCC)CC)C1=NC(=NC(=N1)C1=CC=CC=C1)C1=CC=CC=C1